C(#N)C1=CC=C(C=C1)C1=CC2(CN(C2)C(=O)OC(C)(C)C)C1 tert-butyl 6-(4-cyanophenyl)-2-azaspiro[3.3]hept-5-ene-2-carboxylate